4-Chlorophenylsulfoxide ClC1=CC=C(C=C1)S(=O)C1=CC=C(C=C1)Cl